N-ethyl-3-phenyl-N-(thiophen-2-ylmethyl)propenamide C(C)N(C(C=CC1=CC=CC=C1)=O)CC=1SC=CC1